[IH2+].CN1CC=C(C=C1)C 1,4-dimethylpyridine iodonium salt